(6-chloropyridin-3-yl)-1-methylpyrrolidin-2-one ClC1=CC=C(C=N1)C1C(N(CC1)C)=O